C(CCCCCCCCCCC)(=O)N[C@@H](CCSC)C(=O)O.[Na] sodium N-lauroyl-L-methionine